[Br-].C(=CCCCCCCCCCCCCCCCCCCCCCC)N1C=[N+](C=C1)C 1-tetracosenyl-3-methylimidazolium bromide salt